2-bromo-4,5-difluorophenol BrC1=C(C=C(C(=C1)F)F)O